1-(3-methoxybenzyl)-1H-indole COC=1C=C(CN2C=CC3=CC=CC=C23)C=CC1